(4-Chlorobenzylidene)-1-methyl-2,3,4,9-tetrahydropyrido[3,4-b]indole-3-carbohydrazide ClC1=CC=C(C=C2C(NC(C=3NC4=CC=CC=C4C32)C)C(=O)NN)C=C1